N-fluorenylmethoxycarbonyl-N'-(2,4,6-trimethylbenzenesulfonyl)-L-arginine C1(=CC=CC=2C3=CC=CC=C3CC12)COC(=O)N[C@@H](CCCN(C(N)=N)S(=O)(=O)C1=C(C=C(C=C1C)C)C)C(=O)O